N1=CN=CC(=C1)C(C(=O)O)=C 2-(pyrimidin-5-yl)prop-2-enoic acid